aminochalcone methacrylate C(C(=C)C)(=O)O.NC1=C(C=CC=C1)\C=C\C(=O)C1=CC=CC=C1